FC(C1=NN=C(S1)N1N=CC2=C(C=C(C=C12)S(=O)(=O)NC1(CC1)C#N)C1=CCC2(COC2)CC1)F 1-[({1-[5-(difluoromethyl)(1,3,4-thiadiazol-2-yl)]-4-(2-oxaspiro[3.5]non-6-en-7-yl)-1H-indazol-6-yl}sulfonyl)amino]cyclopropanecarbonitrile